2-Bromo-4,6-dimethylbenzene BrC1=CC(=CC(=C1)C)C